(2R,3S,4S)-5-(7,8-dimethyl-2,4-dioxo-3,4-dihydrobenzo[g]pteridin-10(2H)-yl)pentane-1,2,3,4-tetrayl tetrapropionate C(CC)(=O)OC[C@H]([C@H]([C@H](CN1C2=C(N=C3C(NC(N=C13)=O)=O)C=C(C(=C2)C)C)OC(CC)=O)OC(CC)=O)OC(CC)=O